3,5-di-t-butyl-4-hydroxyphenylstearate C(C)(C)(C)C=1C=C(C=C(C1O)C(C)(C)C)OC(CCCCCCCCCCCCCCCCC)=O